FC1=C(C=C2CCCN(C2=C1)S(=O)(=O)C1=CC=C(C=C1)F)C(=O)[O-] 7-fluoro-1-((4-fluorophenyl) sulfonyl)-1,2,3,4-tetrahydroquinoline-6-carboxylate